[N+](=O)([O-])OCCC(C1=CC=CC=C1)C1=C(NC2=CC=C(C=C12)B(O)O)C1=CC=CC=C1 (3-(3-(nitrooxy)-1-phenylpropyl)-2-phenyl-1H-indol-5-yl)boronic acid